C(C)(C)C1=C(NC=2C1=NC(=CC2)C2CC(CC2)NCC(=O)NC)C=2C=C(C=1N(C2)N=CN1)OC 2-((3-(3-isopropyl-2-(8-methoxy-[1,2,4]triazolo[1,5-a]pyridin-6-yl)-1H-pyrrolo[3,2-b]pyridin-5-yl)cyclopentyl)amino)-N-methylacetamide